N-(2-((4-acetamidophenyl)sulphonamido)-5-chlorobenzyl)-2-chloro-N-(furan-2-ylmethyl)benzamide C(C)(=O)NC1=CC=C(C=C1)S(=O)(=O)NC1=C(CN(C(C2=C(C=CC=C2)Cl)=O)CC=2OC=CC2)C=C(C=C1)Cl